3-phenyl-3'-bromo-2,2'-bipyridine C1(=CC=CC=C1)C=1C(=NC=CC1)C1=NC=CC=C1Br